2-((2S,4R)-rel-4-(hydroxymethyl)azetidin-2-yl)propan-2-ol OC[C@H]1C[C@H](N1)C(C)(C)O |o1:2,4|